C(#N)C1=CC(=C(COC2=NN(C=C2)C2=CC(=C(C=C2C)CC(=O)OC)F)C=C1)F methyl 2-(4-(3-((4-cyano-2-fluorobenzyl)oxy)-1H-pyrazol-1-yl)-2-fluoro-5-methylphenyl)acetate